FC=1C(=C(C=CC1F)C(=O)N1CC(C1)C(=O)NCCN1CCCCC1)NC1=C(C=C(C=C1)I)F 1-({3,4-difluoro-2-[(2-fluoro-4-iodophenyl)amino]phenyl}carbonyl)-N-(2-piperidin-1-ylethyl)azetidine-3-carboxamide